Hydroxydichlorvos OCOP(=O)(OC=C(Cl)Cl)OC